trans-3-[[4-chloro-6-(morpholin-4-yl)pyrimidin-2-yl]amino]cyclopentan-1-ol ClC1=NC(=NC(=C1)N1CCOCC1)N[C@@H]1C[C@H](CC1)O